pentasilver [Ag].[Ag].[Ag].[Ag].[Ag]